C1(CCCCCCCCC1)(N)N cyclodecanediamine